Cl.FC1=CC=C(C=C1)[C@H](C)NC1=NC(=CC(=C1)C=1C=NN(C1)C)NC1=NC=CN=C1 (S)-N2-[1-(4-fluorophenyl)ethyl]-4-(1-methyl-1H-pyrazol-4-yl)-N6-(pyrazin-2-yl)pyridine-2,6-diamine hydrochloride